5-((2-(1H-pyrazol-5-yl)pyridin-3-yl)methoxy)-2-methoxyisonicotinaldehyde N1N=CC=C1C1=NC=CC=C1COC1=CN=C(C=C1C=O)OC